1-cyclopropyl-6-fluoro-3-({[(3S)-1-(6-methylpyridin-3-yl)piperidin-3-yl][(2-methylpyridin-4-yl)methyl]amino}methyl)-1,4-dihydroquinolin-4-one C1(CC1)N1C=C(C(C2=CC(=CC=C12)F)=O)CN(CC1=CC(=NC=C1)C)[C@@H]1CN(CCC1)C=1C=NC(=CC1)C